tert-butyl (3-((hydroxyimino)methyl)bicyclo[1.1.1]pentan-1-yl)carbamate ON=CC12CC(C1)(C2)NC(OC(C)(C)C)=O